FC1=CC=C(C=C1)N1N=CC(=N1)C(CC=C)NC(OC(C)(C)C)=O tert-butyl (1-(2-(4-fluorophenyl)-2H-1,2,3-triazol-4-yl)but-3-en-1-yl)carbamate